C12C3C(C(C=C1)C2)C(=O)OC3=O endo-bicyclo[2.2.1]-5-heptene-2,3-dicarboxylic anhydride